(R)-1-(2-chloropyridin-3-yl)ethyl (4-(6-cyclopropyl-5-(methylsulfonamido)pyridin-2-yl)-1-methyl-1H-1,2,3-triazol-5-yl)carbamate C1(CC1)C1=C(C=CC(=N1)C=1N=NN(C1NC(O[C@H](C)C=1C(=NC=CC1)Cl)=O)C)NS(=O)(=O)C